2-(2,6-dioxopiperidin-3-yl)-4-methyl-5-(4-(4-(4-(1-oxo-2,3-dihydro-1H-inden-5-yl)-3-(pyridin-4-yl)-1H-pyrazol-1-yl)phenyl)piperazin-1-yl)isoindoline-1,3-dione O=C1NC(CCC1N1C(C2=CC=C(C(=C2C1=O)C)N1CCN(CC1)C1=CC=C(C=C1)N1N=C(C(=C1)C=1C=C2CCC(C2=CC1)=O)C1=CC=NC=C1)=O)=O